C(C)(C)(C)OC(NC12CC(C1)(C2)N)=O (3-amino-bicyclo[1.1.1]pentane-1-yl)carbamic acid tert-butyl ester